2-(3-Bromo-2-iodophenoxy)-1-(4-chloro-2-methoxyphenyl)ethane-1-one BrC=1C(=C(OCC(=O)C2=C(C=C(C=C2)Cl)OC)C=CC1)I